NC(C(=O)O)C(C)C1=NNC2=CC=CC=C12 2-amino-3-(1H-indazol-3-yl)butanoic acid